C1(CC1)C1=CC(=NN1)NC1=NC(=NC2=CC=CC=C12)NC1=CC=C(C=C1)S(=O)(=O)NCCO 4-((4-((5-cyclopropyl-1H-pyrazol-3-yl)amino)quinazolin-2-yl)amino)-N-(2-hydroxyethyl)benzenesulfonamide